CN1N=CC(=C1)C1=CC(=C2C=CC=NC2=C1)C=1C=CC(=NC1)C12CNCC(N1)C2 (5-(7-(1-methyl-1H-pyrazol-4-yl)quinolin-5-yl)-pyridin-2-yl)-3,6-diazabicyclo[3.1.1]heptane